C(C=C)(=O)OC(CSC=1SC(=NN1)SCCCCCC)C 2-acryloxy-n-propylthio-5-n-hexylthio-1,3,4-thiadiazole